propyl 5-chloro-5-phenyl-4,5-dihydroisoxazole-3-carboxylate ClC1(CC(=NO1)C(=O)OCCC)C1=CC=CC=C1